2-(4-bromo-2-fluorophenyl)-N3-(4-chlorobenzyl)quinoxaline-2,3-diamine BrC1=CC(=C(C=C1)C1(NC2=CC=CC=C2N=C1NCC1=CC=C(C=C1)Cl)N)F